FC1=C(OC2=C(C=C(C=C2)NS(=O)(=O)CC)C2=CN(C(C=C2)=O)C)C=CC(=C1)F N-[4-(2,4-difluorophenoxy)-3-(1-methyl-6-oxopyridin-3-yl)phenyl]ethanesulfonamide